7-ethyl-8-(ethylsulfanyl)-1,3-dimethyl-1H-purine-2,6(3H,7H)-dione C(C)N1C(=NC=2N(C(N(C(C12)=O)C)=O)C)SCC